(S)-2-methyl-N-((5-(trifluoromethyl)pyridin-2-yl)methyl)butan-1-amine C[C@H](CNCC1=NC=C(C=C1)C(F)(F)F)CC